C(C)(C)N[SiH2]O[Si](C)(C)C 1-iso-propylamino-3,3,3-trimethyldisiloxane